4-oxo-dispiro[chroman-2,1'-cyclohexane-4',2''-[1,3]dithiane]-6,7-dicarboxylic acid dimethyl ester COC(=O)C=1C=C2C(CC3(CCC4(SCCCS4)CC3)OC2=CC1C(=O)OC)=O